(R)-4-(6-chloro-4-(1,4-dimethyl-1H-1,2,3-triazol-5-yl)-5-methyl-pyridin-2-yl)-3-methylmorpholine ClC1=C(C(=CC(=N1)N1[C@@H](COCC1)C)C1=C(N=NN1C)C)C